tert-Butyl (2R,4R)-2-(methoxy(methyl)carbamoyl)-4-methylpyrrolidine-1-carboxylate CON(C(=O)[C@@H]1N(C[C@@H](C1)C)C(=O)OC(C)(C)C)C